S1C(=NC=C1)NC(=O)[C@@H]1CC12CCN(CC2)C(=O)OC(C(F)(F)F)C(F)(F)F 1,1,1,3,3,3-Hexafluoropropan-2-yl (R)-1-(thiazol-2-ylcarbamoyl)-6-azaspiro[2.5]octan-6-carboxylat